FC(C(=O)NCC)(F)F 2,2,2-trifluoro-N-ethylacetamide